(5R)-2-[2-(4-chlorophenyl)-1,3-thiazole-4-carbonyl]-9,9-dimethyl-8-oxo-2-azaspiro[4.5]dec-6-ene-7-carbonitrile ClC1=CC=C(C=C1)C=1SC=C(N1)C(=O)N1C[C@]2(CC1)C=C(C(C(C2)(C)C)=O)C#N